C(C)OC(C1=C(C=CC=C1)NC(C)C=1C=C(C=C2C(C(=C(OC12)SCC)C)=O)C)=O 2-((1-(2-(Ethylsulfanyl)-3,6-dimethyl-4-oxo-4H-chromen-8-yl)ethyl)amino)benzoic acid ethyl ester